NC1=CC=C(C=C1)C=1C2=CC=C(N2)C(=C2C=CC(C(=C3C=CC(=C(C=4C=CC1N4)C4=CC=C(C=C4)N)N3)C3=CC=C(C=C3)N)=N2)C2=CC=C(C=C2)N 5,10,15,20-tetra-(4-aminophenyl)porphyrin